4-[6-(2,7-dimethylindazol-5-yl)-4-methoxy-1,3-benzothiazol-2-yl]-3,6-dihydro-2H-pyridine-1-carboxylic acid tert-butyl ester C(C)(C)(C)OC(=O)N1CCC(=CC1)C=1SC2=C(N1)C(=CC(=C2)C2=CC1=CN(N=C1C(=C2)C)C)OC